FC(=C(C(C)(F)F)F)F 1,1,2,3,3-pentafluoro-1-butene